ClC1=CC(=C(OC=2N=NC(=CC2C(=O)NC2=CC(=CC=C2)S(=O)(=NC)C)C(F)(F)F)C=C1)OC 3-(4-chloro-2-methoxyphenoxy)-N-(3-(N,S-dimethylsulfonimidoyl)phenyl)-6-(trifluoromethyl)pyridazine-4-carboxamide